2-(chloromethyl)-6-cyclopropyl-8-(trifluoromethyl)imidazo[1,2-a]pyridine ClCC=1N=C2N(C=C(C=C2C(F)(F)F)C2CC2)C1